CN1CCN(CC1)C=1N=C(NC(C1)(NCC1=CC(=C(C(=C1)OC)OC)OC)C)NC=1SC(=C(N1)C)C(=O)OCCOC 2-[[4-[4-methylpiperazin-1-yl]-6-methyl-6-[[(3,4,5-trimethoxyphenyl)methyl]amino]-2-pyrimidinyl]amino]-4-methyl-5-thiazolecarboxylic acid, 2-methoxyethyl ester